1-(4-(trifluoromethyl)phenyl)pyrrolidinium FC(C1=CC=C(C=C1)[NH+]1CCCC1)(F)F